allyl N-[[(2R)-oxiran-2-yl]methyl]carbamate O1[C@@H](C1)CNC(OCC=C)=O